ClC1=C(C=NC=C1N1CCCC1)C=1N=NN(C1)CC=1N=C2N(C=C(C=C2)CNCC23CC(C2)(C3)F)C1 1-(2-((4-(4-chloro-5-(pyrrolidin-1-yl)pyridin-3-yl)-1H-1,2,3-triazol-1-yl)methyl)imidazo[1,2-a]pyridin-6-yl)-N-((3-fluorobicyclo[1.1.1]pentan-1-yl)methyl)methylamine